(S)-tert-butyl 3-methyl-6-(2-((1R,5S,6s)-3-methyl-3-azabicyclo[3.1.0]Hexan-6-yl)benzo[d]thiazol-5-yl)-3,4-dihydropyridine-1(2H)-carboxylate C[C@@H]1CN(C(=CC1)C=1C=CC2=C(N=C(S2)C2[C@H]3CN(C[C@@H]23)C)C1)C(=O)OC(C)(C)C